FC1(CC(CNC1)CNS(=O)(=O)C)F N-((5,5-difluoropiperidin-3-yl)methyl)methanesulfonamide